C(C)SC=1OC2=C(C=C(C=C2C(C1)=O)C)C(C)NC1=C(C(=O)OC)C=C(C=C1)F methyl 2-((1-(2-(ethylthio)-6-methyl-4-oxo-4H-chromen-8-yl) ethyl) amino)-5-fluorobenzoate